8-((1-(benzylthio)cyclopropyl)methoxy)-N-(4-cyanobenzyl)-1-methyl-2-oxo-1,2-dihydropyrido[2,3-d]pyridazine-3-carboxamide C(C1=CC=CC=C1)SC1(CC1)COC=1N=NC=C2C1N(C(C(=C2)C(=O)NCC2=CC=C(C=C2)C#N)=O)C